FC1=C(C(=C(C=C1OC)OC)F)C1=CC2=C(N=C(N=C2)N[C@H]2[C@H](COC2)NC(C=C)=O)C(=N1)NC N-((3R,4S)-4-((6-(2,6-difluoro-3,5-dimethoxyphenyl)-8-(methylamino)pyrido[3,4-d]pyrimidin-2-yl)amino)tetra-hydrofuran-3-yl)acrylamide